N-(2-ethoxy-4-(4-methyl-4H-1,2,4-triazol-3-yl)phenyl)-6-methyl-8-(1-oxa-6-azaspiro[3.3]heptan-6-yl)pyrido[3,4-d]pyrimidin-2-amine C(C)OC1=C(C=CC(=C1)C1=NN=CN1C)NC=1N=CC2=C(N1)C(=NC(=C2)C)N2CC1(CCO1)C2